1-(trans-5-(3-(pyrimidin-2-yl)phenoxy)octa-hydrocyclopenta[c]pyrrole-2-carbonyl)-1H-pyrazole-3-carboxylic acid N1=C(N=CC=C1)C=1C=C(OC2CC3C(CN(C3)C(=O)N3N=C(C=C3)C(=O)O)C2)C=CC1